OC1=NC(=NC2=CC=C(C=C12)C=1CCN(CC1)C(=O)[O-])C 4-(4-Hydroxy-2-methylquinazolin-6-yl)-3,6-dihydropyridine-1(2H)-carboxylate